3-methyl-4-((4-aminophenyl)diazanyl)-1-phenyl-1H-pyrazol CC1=NN(C=C1NNC1=CC=C(C=C1)N)C1=CC=CC=C1